1-(((6-chloro-3-fluoropyridin-2-yl)methyl)amino)ethan-2-ol ClC1=CC=C(C(=N1)CNCCO)F